FC1=C(C=CC(=C1)F)N1N=C(C2=CC=CC=C2C1=O)C=1C=C(C=CC1)S(=O)(=O)NC 3-(3-(2,4-difluorophenyl)-4-oxo-3,4-dihydro-phthalazin-1-yl)-N-methylbenzenesulfonamide